Cl.C(C)(C)(C)C1=CC(=NO1)CC(=O)N 2-(5-(tert-butyl)isoxazol-3-yl)acetamide hydrochloride